C(C1=CC=CC=C1)C1CC(C1)C(=O)N[C@@H]1C(N(C2=C(OC1)C=CC=C2)C)=O 3-benzyl-N-((S)-5-methyl-4-oxo-2,3,4,5-tetrahydrobenzo[b][1,4]oxazepin-3-yl)cyclobutane-1-carboxamide